2-(3-benzoylphenyl)-2-((3,5-dicyano-4-ethyl-6-(4-(2-hydroxyethyl)-1,4-diazepan-1-yl)pyridin-2-yl)thio)acetamide C(C1=CC=CC=C1)(=O)C=1C=C(C=CC1)C(C(=O)N)SC1=NC(=C(C(=C1C#N)CC)C#N)N1CCN(CCC1)CCO